tert-butyl (4-(6-chloro-4-(2-(dimethylcarbamoyl)-7,8-dihydro-4H-pyrazolo[1,5-a][1,4]diazepin-5(6H)-yl)-2,8-difluoroquinazolin-7-yl)-3-cyano-7-fluorobenzo[b]thiophen-2-yl)carbamate ClC=1C=C2C(=NC(=NC2=C(C1C1=CC=C(C=2SC(=C(C21)C#N)NC(OC(C)(C)C)=O)F)F)F)N2CC=1N(CCC2)N=C(C1)C(N(C)C)=O